CSCCC1C(NC(N1)=O)=O 5-(2-methylmercaptoethyl)hydantoin